p-aminobenzoic acid, monoglyceryl ester NC1=CC=C(C(=O)OCC(O)CO)C=C1